O1COC2=C1C=CC(=C2)CN2C(N(C(C1=C2SC(=C1C)C(=O)OCC)=O)CC(=O)O)=O 2-[1-(2H-1,3-benzodioxol-5-ylmethyl)-6-(ethoxycarbonyl)-5-methyl-2,4-dioxo-1H,2H,3H,4H-thieno[2,3-d]pyrimidin-3-yl]acetic acid